ClC1=C(N(C(C2=C(C=CC=C12)C=1CC=2C(OC(C(N2)=O)(C)C)=CC1)=O)C1=CC=CC=C1)[C@H](C)NC=1C2=C(N=CN1)NC=CC2=O (S)-6-(4-chloro-1-oxo-3-(1-((5-oxo-5,8-dihydropyrido[2,3-d]pyrimidin-4-yl)amino)ethyl)-2-phenyl-1,2-dihydroisoquinolin-8-yl)-2,2-dimethyl-2H-benzo[b][1,4]oxazin-3(5H)-one